4-amino-N,1-dimethyl-7-(trifluoromethyl)-N-((5-(trifluoromethyl)-2-pyridinyl)methyl)-1H-pyrazolo[4,3-c]quinoline-8-carboxamide NC1=NC=2C=C(C(=CC2C2=C1C=NN2C)C(=O)N(CC2=NC=C(C=C2)C(F)(F)F)C)C(F)(F)F